N-isopropylnonan-1-imine oxide C(C)(C)[N+](=CCCCCCCCC)[O-]